(R)-1-(7-tosyl-4-((1-(3,4,5-trimethoxyphenyl)-1H-imidazol-4-yl)amino)-7H-pyrrolo[2,3-d]pyrimidin-2-yl)pyrrolidine-2-carboxamide S(=O)(=O)(C1=CC=C(C)C=C1)N1C=CC2=C1N=C(N=C2NC=2N=CN(C2)C2=CC(=C(C(=C2)OC)OC)OC)N2[C@H](CCC2)C(=O)N